C(#N)C1=NC=C(C(=C1)C1=CC=2N(C=C1)N=C(C2)NC(=O)C2CC2)OC[C@H]2CN(CC2)CC N-[5-[2-cyano-5-[[(3R)-1-ethylpyrrolidin-3-yl]methoxy]-4-pyridyl]pyrazolo[1,5-a]pyridin-2-yl]cyclopropanecarboxamide